FC(C(=O)NC=1C(=C(C=CC1F)NC(C1=CC=CC=C1)=O)F)(CC)F N-(3-(2,2-difluorobutyrylamino)-2,4-difluorophenyl)benzamide